NC=1C2=C(N=CN1)N(C=C2C=2SC=C(N2)CC2=CC=CC=C2)[C@H]2[C@@H]([C@@H]([C@H](C2)C2C(CNCC2)C)O)O (1R,2S,3R,5R)-3-[4-Amino-5-(4-benzyl-1,3-thiazol-2-yl)pyrrolo[2,3-d]pyrimidin-7-yl]-5-(3-methylpiperidin-4-yl)cyclopentane-1,2-diol